C(C=C)OC1=C(C(=C(C=C1F)Cl)Cl)C1CN=C(C1)OC 3-(2-(allyloxy)-5,6-dichloro-3-fluorophenyl)-5-methoxy-3,4-dihydro-2H-pyrrole